[Na+].C(CCCCCCCCCCC)(=O)N(C)CC(=O)[O-] lauroyl-sarcosine, sodium salt